C1(=CC=C(C=C1)C)CS para-xylene-alpha-thiol